3-[2-(4-tert-butoxycarbonyl-2-oxo-piperazin-1-yl)oxazol-4-yl]propanoic acid C(C)(C)(C)OC(=O)N1CC(N(CC1)C=1OC=C(N1)CCC(=O)O)=O